C(C)(C)C1=C(NC2=C1N=C(S2)C2CCN(CC2)CC(=O)N)C2=CN(C1=NC=CC=C12)C 2-(4-(6-isopropyl-5-(1-methyl-1H-pyrrolo[2,3-b]pyridin-3-yl)-4H-pyrrolo[3,2-d]thiazol-2-yl)piperidin-1-yl)acetamide